C(C1=CC=CC=C1)N(CCOC1CCC(CC1)OC/C=C/C(=O)OC)CC1=CC=CC=C1 methyl (E)-4-(((1R,4R)-4-(2-(dibenzylamino)ethoxy)cyclohexyl)oxy)but-2-enoate